C(C)(C)C=1OC(=CC(C1)=C(C#N)C#N)C=CC1=CC=2C(CCN3CCC(C(C23)=C1)(C)C)(C)C 2-{2-isopropyl-6-[2-(1,1,7,7-tetramethyl-2,3,6,7-tetrahydro-1H,5H-benzo[ij]quinolizine-9-yl)ethenyl]-4H-pyran-4-ylidene}propanedinitrile